hydrocyanic acid, hydrochloride Cl.C#N